C(C=C)(=O)OCCOS(=O)(=O)[O-] [2-(acryloyloxy)ethyl]sulfate